tetrachlorobiphenyl-dicarboxylic anhydride ClC1=C(C=CC=C1)C1=C2C(=C(C(=C1Cl)Cl)Cl)C(=O)OC2=O